C(C1=CC=CC=C1)OC1=CC(=C2C(C=C(OC2=C1)C1=CC=C(C=C1)F)=O)CC1=CC=C(C=C1)S(=O)(=O)O 7-benzyloxy-4-oxo-2-(4-fluorophenyl)-4H-chromen-5-yl-p-toluenesulfonic acid